methyl (E)-3-(6-methylbenzofuran-5-yl)acrylate CC1=CC2=C(C=CO2)C=C1/C=C/C(=O)OC